Zirconium tin hafnium lanthanum lead [Pb].[La].[Hf].[Sn].[Zr]